biphenyl thienyl-sulfonium salt S1C(=CC=C1)[SH2+].C1(=CC=CC=C1)C1=CC=CC=C1